COC(=O)N1C=C2C(C=C1)=CC(=N2)C2=C(C(=CC=C2)Br)C (3-bromo-2-methylphenyl)Pyrrolo[5,4-c]pyridine-6-carboxylic acid methyl ester